S(C)(=O)(=O)O.S(C)(=O)(=O)O.C(C(C)C)N1C(=NC=2C1=NC(=CC2)C=2C(=NN(C2)C)C2=CC=CC=C2)N 3-isobutyl-5-(3-phenyl-1-methylpyrazol-4-yl)-imidazo[4,5-b]pyridin-2-ylamine dimesylate